O=C1NCC(N1)CNC(OC(C)(C)C)=O tert-butyl N-[(2-oxoimidazolidin-4-yl)methyl]carbamate